3-(6-((1',1'-Dioxidospiro[cyclopropane-1,4'-pyrido[2,3-b][1,4,5]oxathiazepin]-2'(3'H)-yl)methyl)-5-methylpyridin-2-yl)-3-(1-ethyl-4-methyl-1H-benzo[d][1,2,3]triazol-5-yl)propanoic acid O=S1(C2=C(OC3(CN1CC1=C(C=CC(=N1)C(CC(=O)O)C1=C(C4=C(N(N=N4)CC)C=C1)C)C)CC3)N=CC=C2)=O